C(#N)C=1C=CC=2C3=C(NC2C1)C(=C(C=N3)C(=O)NCCC(C)O)NC(C)C 7-cyano-N-(3-hydroxybutyl)-4-(isopropylamino)-5H-pyrido[3,2-b]indole-3-carboxamide